Cl.N[C@@H](CCC(=O)N)[C@@H](C)OCC1=CC=C(C=C1)CCOCCCC1=CC=CC=2N(C(N(C21)C)=O)C2C(NC(CC2)=O)=O (4S,5R)-4-amino-5-[[4-(2-[3-[1-(2,6-dioxopiperidin-3-yl)-3-methyl-2-oxo-1,3-benzodiazol-4-yl]propoxy]eth-yl)phenyl]meth-oxy]hexanamide hydrochloride